FC1=C(C(=CC(=C1)O)F)N1N=C(C=C1)C=1C=CC(=C(C1)CNC(OC)=O)C methyl N-[[5-[1-(2,6-difluoro-4-hydroxyphenyl)-1H-pyrazol-3-yl]-2-methyl-phenyl]methyl]carbamate